(S)-(5-(tert-butyl)-1,3,4-oxadiazol-2-yl)(4-(6-fluoropyrazolo[1,5-a]pyridin-2-yl)-6,7-dihydro-1H-imidazo[4,5-c]pyridin-5(4H)-yl)methanone C(C)(C)(C)C1=NN=C(O1)C(=O)N1[C@@H](C2=C(CC1)NC=N2)C2=NN1C(C=CC(=C1)F)=C2